C(C1=CC=CC=C1)OC1=C(C=C(C=C1)C(CNC(C)(C)C)O)CO 1-(4-(benzyloxy)-3-(hydroxymethyl)phenyl)-2-(tert-butylamino)ethanol